C(C1=CC=CC=C1)N1C(C(=CC(=C1)C(=O)NC[C@@H]1CC[C@@H](CC1)O)C(=O)NC)=O 1-benzyl-N5-(((cis)-4-hydroxycyclohexyl)methyl)-N3-methyl-2-oxo-1,2-dihydropyridine-3,5-dicarboxamide